3-(methyldiethoxysilyl)propylsuccinic anhydride C[Si](CCCC1C(=O)OC(C1)=O)(OCC)OCC